[N+](=O)([O-])C1=CC=C(N)C=C1.[Cl] chlorine p-nitroaniline